CN1C2=C(OCC1=O)C=C(C=C2)NC=2C=NC(=NC2)N2CCC(CC2)C(F)(F)F 4-methyl-7-((2-(4-(trifluoromethyl)piperidin-1-yl)pyrimidin-5-yl)amino)-2H-benzo[b][1,4]oxazin-3(4H)-one